C1(CC1)C=1C=C(C(=O)O)C=C(C1)S(=O)(=O)C 3-cyclopropyl-5-methylsulfonyl-benzoic acid